COC1=C(C=CC(=C1)SC1=CC=C(C=C1)C)SC1=CC=C(C=C1)C (2-methoxy-1,4-phenylene)bis(p-tolylsulfane)